Sodium (2S,5R)-2-fluoro-7-oxo-1,6-diazabicyclo[3.2.1]octan-6-yl sulphate S(=O)(=O)(ON1[C@@H]2CC[C@@H](N(C1=O)C2)F)[O-].[Na+]